5,6,7,8-Tetrahydroquinoline-5-carboxamide N1=CC=CC=2C(CCCC12)C(=O)N